C(CCCCCCCCCCCCCCCCC)(=O)OCC(OC(CCCCCCCCCCCCCCCCC)=O)COP(=O)([O-])OCC[N+](C)(C)C 1,2-distearoyl-glycero-3-phosphocholine